CC=1NC(C=C(C1C(=O)OCC)C)=O ethyl 2,4-dimethyl-6-oxo-1,6-dihydropyridine-3-carboxylate